4-(4'-propylcyclohexyl)bromobenzene C(CC)C1CCC(CC1)C1=CC=C(C=C1)Br